tert-butyl (1-(hydroxymethyl)-3-methylenecyclobutyl)carbamate OCC1(CC(C1)=C)NC(OC(C)(C)C)=O